NC(C(=O)OCC(CCCCCCCCCCC)=O)C.[Na] sodium lauroyl-methyl aminopropionate